BrCC1(CC1)C(=O)O 1-(bromomethyl)cyclopropane-1-carboxylic acid